ClC1=CC2=C(O[C@@H](CNS2(=O)=O)CC)N=C1 (4R)-8-chloro-4-ethyl-3,4-dihydro-2H-pyrido(2,3-b)[1,4,5]oxathiazepine 1,1-dioxide